(R)-N-(5-(5-methyl-1,2,4-oxadiazol-3-yl)-2,3-dihydro-1H-inden-1-yl)acetamide CC1=NC(=NO1)C=1C=C2CC[C@H](C2=CC1)NC(C)=O